O=C1N=CNS1 5-oxo-1,2,4-thiadiazole